CN1C(CC(CC1(C)C)OC(=O)CC(C(CC(=O)O)C(=O)O)C(=O)O)(C)C.FC1=CC2=C(C3=CC=CC=C3C(=C2C=C1)OC(CC)=O)OC(CC)=O 2-fluoro-9,10-bis(propionyloxy)anthracene (1,2,2,6,6-pentamethyl-4-piperidyl)-1,2,3,4-butane-tetracarboxylate